ClC1=CC=C(C=C1)C=1N=CN(C1)CC(=O)NC1=CC=NC=C1 2-[4-(4-chlorophenyl)imidazol-1-yl]-N-(4-pyridyl)acetamide